C1(CCCCC1)C(C)OC1=C(C(=O)NC(CC)CC)C=C(C(=C1)N1N=C(N(C1=O)C)CC)F 2-(1-Cyclohexylethoxy)-4-(3-ethyl-4-methyl-5-oxo-4,5-dihydro-1H-1,2,4-triazol-1-yl)-5-fluoro-N-(pent-3-yl)benzamide